chloro[2-(dicyclohexylphosphino)-3,6-dimethoxy-2',4',6'-tri-isopropyl-1,1'-biphenyl] ClC1=C(C(=C(C(=C1)OC)C1=C(C=C(C=C1C(C)C)C(C)C)C(C)C)P(C1CCCCC1)C1CCCCC1)OC